2,2,2-trifluoroethyl cis-3-((cyclopropylsulfonyl)amino)-2-(((1-(pyrimidin-2-yl)piperidin-4-yl)oxy)methyl)piperidine-1-carboxylate C1(CC1)S(=O)(=O)N[C@@H]1[C@@H](N(CCC1)C(=O)OCC(F)(F)F)COC1CCN(CC1)C1=NC=CC=N1